(R)-5-(4-cyanophenyl)-2-(4,4-difluoroazepan-1-yl)-4-methyl-N-(3-(S-methyl-N-(methylglycyl)sulfonimidoyl)phenyl)nicotinamide C(#N)C1=CC=C(C=C1)C=1C=NC(=C(C(=O)NC2=CC(=CC=C2)[S@@](=O)(=NC(CNC)=O)C)C1C)N1CCC(CCC1)(F)F